FC1=C(C=CC=C1CC)C(C)=N[S@@](=O)C(C)(C)C (S)-N-(1-(2-fluoro-3-ethyl-phenyl)ethylidene)-2-methylpropane-2-sulfinamide